C[Si](C=1C=C(C=CC1)NC1=CC2=C(SC3=C2C=CC=C3)C=C1)(C)C N-(3-(trimethylsilyl)phenyl)dibenzo[b,d]Thiophene-2-amine